3,5-bis(dicyanomethylene)-3,5-dihydro-2,6-diphenyls-indacene-1,7-dicarbonitrile C(#N)C(=C1C(=C(C2=CC=3C(=C(C(C3C=C12)=C(C#N)C#N)C1=CC=CC=C1)C#N)C#N)C1=CC=CC=C1)C#N